6'H-spiro(cyclohexane-1,9'-pyrazino(1',2':1,5)pyrrolo(2,3-d)pyrimidine)-6'-one N1=CN=CC2=C1N1C(=C2)C(N=CC12CCCCC2)=O